(2S,3R)-3-cyclopropyl-3-(3-((3-((diisopropylamino)methyl)-4-(5-fluoro-2-methoxypyridin-4-yl)benzoyl)oxy)phenyl)-2-methylpropanoic acid C1(CC1)[C@H]([C@@H](C(=O)O)C)C1=CC(=CC=C1)OC(C1=CC(=C(C=C1)C1=CC(=NC=C1F)OC)CN(C(C)C)C(C)C)=O